O=C1NC(CC[C@@H]1N1C(C2=CC=C(C=C2C1)N1CCN(CC1)CC1CCN(CC1)C1=CC=C(C=C1)[C@@H]1C=2C=CC(=CC2CC[C@@H]1C1=CC=CC=C1)C#N)=O)=O (5R,6S)-5-(4-(4-((4-(2-((S)-2,6-dioxopiperidin-3-yl)-1-oxoisoindolin-5-yl)piperazin-1-yl)methyl)piperidin-1-yl)phenyl)-6-phenyl-5,6,7,8-tetrahydronaphthalene-2-carbonitrile